[1-(4-bromophenyl)-3-methyl-pyrazol-4-yl]methanol 3-[(dimethylamino)dimethylsilyl]propyl-2-methyl-2-propenoate CN(C)[Si](CCCC=C(C(=O)OCC=1C(=NN(C1)C1=CC=C(C=C1)Br)C)C)(C)C